N1C=C(C2=CC=CC=C12)CCNC(C1=C(C=C(C(=C1)F)F)NC1=CC(=C(C(=C1)OC)OC)OC)=O N-(2-(1H-indol-3-yl)ethyl)-4,5-difluoro-2-((3,4,5-trimethoxyphenyl)amino)benzamide